C(C)NC1=NC(=C(C(=N1)C=1OC=CC1)C#N)NCC1=CC(=CC=C1)C(F)(F)F 2-(ethylamino)-4-(2-furyl)-6-[[3-(trifluoromethyl)phenyl]methylamino]pyrimidine-5-carbonitrile